FC(C1=NN(C=C1C(=O)N([C@@H](CC1=C(C=C(C=C1Cl)Cl)Cl)C)OC)C)F 3-(difluoromethyl)-N-methoxy-1-methyl-N-[(1R)-1-methyl-2-(2,4,6-trichloro-phenyl)ethyl]-1H-pyrazole-4-carboxamide